tert-butyl (2R)-2-(aminomethyl)-2-methyl-pyrrolidine-1-carboxylate NC[C@@]1(N(CCC1)C(=O)OC(C)(C)C)C